2,5-di(tertiary amyl)hydroquinone ethyl-2,4-dioxo-4-o-nitrophenylbutyrate C(C)OC(C(CC(C1=C(C=CC=C1)[N+](=O)[O-])=O)=O)=O.C(C)(C)(CC)C1=C(O)C=C(C(=C1)O)C(C)(C)CC